C[C@@H]1CN(C[C@@H](O1)C)C(=O)C=1C2=C(N(N1)CC(=O)N1CCC(CC1)OC1=C(C=CC=C1)OC(F)(F)F)CCC2 2-{3-[(2R,6S)-2,6-dimethylmorpholine-4-carbonyl]-5,6-dihydrocyclopenta[c]pyrazol-1(4H)-yl}-1-{4-[2-(trifluoromethoxy)phenoxy]piperidin-1-yl}ethan-1-one